1-(cyanoethyl)-2-ethyl-4-methylimidazole C(#N)CCN1C(=NC(=C1)C)CC